The molecule is a member of pyrrolidines, a member of (trifluoromethyl)benzenes and an organochlorine compound. It has a role as a carotenoid biosynthesis inhibitor, an agrochemical and a herbicide. C1C(C(C(=O)N1C2=CC=CC(=C2)C(F)(F)F)Cl)CCl